N1C=NC(=C1)CNC=1C2=C(N=C(N1)OC[C@]13CCCN3C[C@@H](C1)F)C(=C(N=C2)C2=CC(=CC1=CC=C(C(=C21)CC)F)O)F 4-(4-(((1H-imidazol-4-yl)methyl)amino)-8-fluoro-2-(((2R,7aS)-2-fluorohexahydro-1H-pyrrolizin-7a-yl)methoxy)pyrido[4,3-d]pyrimidin-7-yl)-5-ethyl-6-fluoronaphthalen-2-ol